ClC1=C(C(=O)N2CCN(CC2)CCN2CC(CC2)C(=O)OC(C)(C)C)C=CC(=C1)NC=1C=2N(C=CN1)C(=CN2)C2=C(C(=C(C=C2)OCC#N)F)F tert-butyl 1-[2-[4-[2-chloro-4-[[3-[4-(cyanomethoxy)-2,3-difluorophenyl]imidazo[1,2-a]pyrazin-8-yl] amino] benzoyl]piperazin-1-yl] ethyl]pyrrolidine-3-carboxylate